2-(3-(3-Fluoroazetidin-1-yl)phenyl)-N-(5-(1-(6-(2-(3-(trifluoromethoxy)phenyl)acetamido)pyridazin-3-yl)piperidin-4-yl)-1,3,4-thiadiazol-2-yl)acetamide FC1CN(C1)C=1C=C(C=CC1)CC(=O)NC=1SC(=NN1)C1CCN(CC1)C=1N=NC(=CC1)NC(CC1=CC(=CC=C1)OC(F)(F)F)=O